4-(4,6-Dimorpholino-1,3,5-triazin-2-yl)aniline O1CCN(CC1)C1=NC(=NC(=N1)N1CCOCC1)C1=CC=C(N)C=C1